6-({1-[(3S,5R)-5-carbamoylpyrrolidin-3-yl]azetidin-3-yl}oxy)-2-hydroxybenzoic acid C(N)(=O)[C@H]1C[C@@H](CN1)N1CC(C1)OC1=CC=CC(=C1C(=O)O)O